Methyl-6-(1,4-diazepan-1-yl)pyridine-2-carboxylate COC(=O)C1=NC(=CC=C1)N1CCNCCC1